1-[(4-cyanobenzyl)oxy]-2-(3-cyanophenyl)-4-methyl-1H-imidazole-5-carboxylic acid C(#N)C1=CC=C(CON2C(=NC(=C2C(=O)O)C)C2=CC(=CC=C2)C#N)C=C1